FC(C1=CC=C(C=C1)NN)(F)F 4-trifluoromethylphenylhydrazine